CC1OCC1N1C(=CC2=C1N=C(N=C2)S(=O)(=O)C)C#N racemic-7-(2-methyloxetan-3-yl)-2-(methylsulfonyl)-7H-pyrrolo[2,3-d]pyrimidine-6-carbonitrile